ethyl 3-ethyl-5-(trifluoromethyl)-1H-pyrrolo[2,3-b]pyridine-2-carboxylate C(C)C1=C(NC2=NC=C(C=C21)C(F)(F)F)C(=O)OCC